C(C1=CC=CC=C1)OC(=O)N1CCC2(C[C@H]2C=O)CC1.C(C(C([2H])([2H])[2H])([2H])[2H])(O)([2H])[2H] n-propanol-d7 Benzyl-(1R)-1-formyl-6-azaspiro[2.5]octane-6-carboxylate